COC=1C2=C(N=CN1)CCN(C2)C(=O)C2=C(OC=1N=CN=C(C12)NC1(CC1)C)C 5-{4-methoxy-5h,6h,7h,8h-pyrido[4,3-d]pyrimidine-6-carbonyl}-6-methyl-N-(1-methylcyclopropyl)furo[2,3-d]pyrimidin-4-amine